4-(benzo[b]thiophen-4-yl)-1-((hexyloxycarbonyloxy)methyl)-1-(4-(2-oxo-1,2-dihydroquinolin-7-yloxy)butyl)piperazin-1-ium iodide [I-].S1C2=C(C=C1)C(=CC=C2)N2CC[N+](CC2)(CCCCOC2=CC=C1C=CC(NC1=C2)=O)COC(=O)OCCCCCC